1-oxophthalazine-6-carboxamide O=C1NN=CC2=CC(=CC=C12)C(=O)N